ethyl 3-aminopropanoate hydrochloride Cl.NCCC(=O)OCC